4-(4-(2-((tert-butyldimethylsilyl)oxy)-1-(4-(methylsulfonyl)phenyl)ethoxy)phenyl)-N-((1-phenylpyrrolidin-3-yl)methyl)-1H-imidazole-1-carboxamide [Si](C)(C)(C(C)(C)C)OCC(OC1=CC=C(C=C1)C=1N=CN(C1)C(=O)NCC1CN(CC1)C1=CC=CC=C1)C1=CC=C(C=C1)S(=O)(=O)C